C1(CC1)C=1C(=NSC1C(=O)NC1=CC(=NC=C1)C(F)(F)F)C1=CC=C(C=C1)C(NC)=O 4-cyclopropyl-3-[4-(methylcarbamoyl)phenyl]-N-[2-(trifluoromethyl)pyridin-4-yl]-1,2-thiazole-5-carboxamide